CN1C=NC2=NC=NC(=C12)N N7-Methyladenin